benzhydryl-4-hydroxy-7,8,10a,11-tetrahydro-10H-pyridazino[1',6':4,5]pyrazino[2,1-c][1,4]oxazine-3,5-dione C(C1=CC=CC=C1)(C1=CC=CC=C1)C1=NN2CC3COCCN3C(C2=C(C1=O)O)=O